1,4-Phenylendiisocyanate C1(=CC=C(C=C1)N=C=O)N=C=O